3-[4-(4-Aminopiperidin-1-yl)-3-(3-fluoro-5-methylphenyl)cinnolin-6-yl]-2-hydroxybenzonitril NC1CCN(CC1)C1=C(N=NC2=CC=C(C=C12)C=1C(=C(C#N)C=CC1)O)C1=CC(=CC(=C1)C)F